FC(OC=1C=CC2=C(N(C(CC(=C2O)C(=O)NC)=O)CC2=CC(=C(C=C2)C)F)C1)F 8-(difluoromethoxy)-1-(3-fluoro-4-methylbenzyl)-5-hydroxy-N-methyl-2-oxo-2,3-dihydro-1H-benzo[b]azepine-4-carboxamide